1-((2R,5S)-4-((R)-6-chloro-7-(3-cyclopropyl-5-methyl-1H-indazol-4-yl)-8-fluoro-2-(2-morpholinoethoxy)quinazolin-4-yl)-2,5-dimethylpiperazin-1-yl)prop-2-en-1-one ClC=1C=C2C(=NC(=NC2=C(C1C1=C2C(=NNC2=CC=C1C)C1CC1)F)OCCN1CCOCC1)N1C[C@H](N(C[C@@H]1C)C(C=C)=O)C